C(#N)C1=CC=C(C=C1)C1CCN(CC1)C(=O)C=1C(=CC(=C(C(=O)Cl)C1)C1CCC1)C 5-(4-(4-cyanophenyl)piperidine-1-carbonyl)-2-cyclobutyl-4-methylbenzoyl chloride